C(C)(C)C1=C(C(=CC(=C1)N1CC(C1)C)C(C)C)O 2,6-Diisopropyl-4-(3-methylazetidin-1-yl)phenol